(5S,7R,8R,9S,10R)-7-(hydroxymethyl)-10-((5-(trifluoromethyl)furan-2-yl)methoxy)-9-(4-(3,4,5-trifluorophenyl)-1H-1,2,3-triazol-1-yl)-1,6-dioxaspiro[4.5]decane-8-ol OC[C@H]1O[C@@]2(CCCO2)[C@@H]([C@H]([C@H]1O)N1N=NC(=C1)C1=CC(=C(C(=C1)F)F)F)OCC=1OC(=CC1)C(F)(F)F